3,6-difluoro-4-oxo-5H-pyrazolo[1,5-a]quinoxaline-7-carboxylic acid ethyl ester C(C)OC(=O)C=1C(=C2NC(C=3N(C2=CC1)N=CC3F)=O)F